O=C(OCC1=CC=CC=C1)NCCCCCNC(CN(CC(=O)O)CC(NCCO[C@@H]1O[C@H]([C@H]([C@H]([C@@H]1O)O)O)C)=O)=O 3,11-dioxo-13-(2-oxo-2-((2-(((2R,3S,4R,5S,6S)-3,4,5-trihydroxy-6-methyltetrahydro-2H-pyran-2-yl)oxy)ethyl)amino)ethyl)-1-phenyl-2-oxa-4,10,13-triazapentadecan-15-oic acid